C(CCCCCCCCCCCCCCC)(=O)OCC(OC(CCCCCCCCCCCCCCC)=O)COC(CCC)=O L-1,2-dipalmitoyl-3-butyryl-glycerol